COC=1C=C2C(=CNC2=CC1)C(C(N(C)C)([2H])[2H])([2H])[2H] 2-(5-methoxy-1H-indol-3-yl)-N,N-dimethylethan-1-amine-1,1,2,2-d4